[Mg+2].[I-].[K+].[I-].[I-] potassium iodide, magnesium salt